CC1=C(C=C(C=C1)NC(CC1=CC(=CC=C1)C(F)(F)F)=O)C1=CC2=C(N=C(N=C2)NC=2C=NC(=CC2)C)C(N1C)=O N-(4-methyl-3-(7-methyl-2-((6-methylpyridin-3-yl)amino)-8-oxo-7,8-dihydropyrido[3,4-d]pyrimidin-6-yl)phenyl)-2-(3-(trifluoromethyl)phenyl)acetamide